N-(1-(3,4-dichlorophenyl)-2-(dimethylamino)ethyl)-3-(trifluoromethoxy)benzenesulfonamide ClC=1C=C(C=CC1Cl)C(CN(C)C)NS(=O)(=O)C1=CC(=CC=C1)OC(F)(F)F